2-([1,2,4]triazolo[1,5-a]pyridin-5-yl)propan N=1C=NN2C1C=CC=C2C(C)C